(+)-(4aR,8aS)-6-[3-[3-(3-Methylazetidin-1-yl)-4-(trifluoromethyl)phenoxy]azetidine-1-carbonyl]-4,4a,5,7,8,8a-hexahydropyrido[4,3-b][1,4]oxazin-3-one CC1CN(C1)C=1C=C(OC2CN(C2)C(=O)N2C[C@@H]3[C@@H](OCC(N3)=O)CC2)C=CC1C(F)(F)F